C(CCC)C1(CS(C2=C(N(C1)C1=CC=C(C=C1)O)C=C(C(=C2)O\C=C(\C(=O)[O-])/F)SC)(=O)=O)CCCC (Z)-3-((3,3-dibutyl-5-(4-hydroxyphenyl)-7-(methylsulfanyl)-1,1-dioxido-2,3,4,5-tetrahydro-1,5-benzothiazepin-8-yl) oxy)-2-fluoroacrylate